N\C(=C(/C(=O)O)\N)\C.C1=CC=CC2=CC=CC=C12 naphthalene diaminocrotonate